C(C)(C)(C)OC(=O)/N=C(/NC1=CC(=C(C(=O)OC=2C=3N(C(=CC2)CC(=O)OC(C)(C)C)N=CN3)C=C1)C(F)(F)F)\N (E)-5-(2-tert-butoxy-2-oxoethyl)-[1,2,4]triazolo[1,5-a]pyridin-8-yl 4-(2-(tert-butoxycarbonyl)guanidino)-2-(trifluoromethyl)benzoate